O=C(C=C(C)OC([C@@H](NC(=O)OCC1=CC=CC=2C3=CC=CC=C3CC12)CCSC)=O)C1=CC=CC=C1 (E)-fluorenylmethoxycarbonyl-L-methionine-4-oxo-4-phenyl-2-buten-2-yl ester